B(O)(O)O.B(O)(O)O.B(O)(O)O.B(O)(O)O.CN1C(N(C(=C1C)C)CC)CCC 1,4,5-trimethyl-2-propyl-3-ethylimidazole tetraborate